disodium 4,4'-bis{[4-phenylamino-6-morpholino-s-triazine-2-yl]-amino}-2,2'-stilbenedisulfonate C1(=CC=CC=C1)NC1=NC(=NC(=N1)N1CCOCC1)NC=1C=C(C(=CC1)C=CC=1C(=CC(=CC1)NC1=NC(=NC(=N1)NC1=CC=CC=C1)N1CCOCC1)S(=O)(=O)[O-])S(=O)(=O)[O-].[Na+].[Na+]